gamma-(N-acetoxyl)aminopropyltrimethoxysilane Tert-butyl-2-((9-((4-((2-((tert-butoxycarbonyl)amino)phenyl)carbamoyl)phenyl)amino)-9-oxononyl)oxy)acetate C(C)(C)(C)OC(COCCCCCCCCC(=O)NC1=CC=C(C=C1)C(NC1=C(C=CC=C1)NC(=O)OC(C)(C)C)=O)=O.O(C(=O)C)NCCC[Si](OC)(OC)OC